FC(C1=NC=CC(=C1)C1=NOC(=C1)[C@@H](C)NC(=O)N1CCCCC1)(F)F (R)-N-(1-(3-(2-(trifluoromethyl)pyridin-4-yl)isoxazol-5-yl)ethyl)piperidine-1-carboxamide